3-(3-((5-cyclopropyl-2-((3-methyl-1-(1-methylpiperidin-4-yl)-1H-pyrazol-4-yl)amino)pyrimidin-4-yl)amino)propyl)-6,6-dimethyl-1,3-oxazinan-2-one C1(CC1)C=1C(=NC(=NC1)NC=1C(=NN(C1)C1CCN(CC1)C)C)NCCCN1C(OC(CC1)(C)C)=O